OCC1=C(OCC2=CC=CC(=N2)CC2CCN(CC2)C(=O)OC(C)(C)C)C=CC(=C1)C tert-Butyl 4-((6-((2-(hydroxymethyl)-4-methylphenoxy)methyl)pyridin-2-yl)methyl)piperidine-1-carboxylate